C[C@@H](C(=O)N[C@@H](CC1=CC=C(C=C1)O)C(=O)NCC(=O)N[C@@H](CC2=CNC3=CC=CC=C32)C(=O)N[C@@H](CCSC)C(=O)N[C@@H](CC(=O)O)C(=O)N[C@@H](CC4=CC=CC=C4)C(=O)O)NC(=O)[C@H](CCC(=O)O)NC(=O)[C@H](CCC(=O)O)NC(=O)[C@H](CCC(=O)O)NC(=O)[C@H](CCC(=O)O)NC(=O)[C@H](CCC(=O)O)NC(=O)[C@H](CC(C)C)NC(=O)[C@H](CC5=CNC6=CC=CC=C65)NC(=O)[C@@H]7CCCN7C(=O)CNC(=O)[C@H](CCC(=O)N)NC(=O)[C@H](CCCCN)NC(=O)[C@H](CCCCN)NC(=O)[C@H](CO)NC(=O)[C@@H]8CCCN8C(=O)[C@H](CC(=O)O)NC(=O)[C@H](C)NC(=O)[C@H](C(C)C)NC(=O)[C@H](CC(C)C)NC(=O)[C@H](CC9=CNC=N9)NC(=O)[C@@H]1CCCN1C(=O)[C@@H]1CCCN1C(=O)CNC(=O)[C@H](CCC(=O)N)NC(=O)[C@@H]1CCCN1C(=O)CNC(=O)[C@H](CC(C)C)NC(=O)[C@H](CCC(=O)N)N The molecule is one of the primary forms of gastrin that is a 34-membered peptide consisting of Gln, Leu, Gly, Pro, Gln, Gly, Pro, Pro, His, Leu, Val, Ala, Asp, Pro, Ser, Lys, Lys, Gln, Gly, Pro, Trp, Leu, Glu, Glu, Glu, Glu, Glu, Ala, Tyr, Gly, Trp, Met, Asp and Phe residues joined in sequence.